OC1C(I)=CC(I)=C2C=CC=NC=12 DIIODOHYDROXYQUINOLINE